Methyl (R)-(1-amino-3-(1,3-dioxoisoindolin-2-yl)propan-2-yl)carbamate NC[C@H](CN1C(C2=CC=CC=C2C1=O)=O)NC(OC)=O